4-ethoxy-N-(7-methoxy-2-methyl-2H-indazol-5-yl)-2-(piperazin-1-yl)pyrimidine-5-carboxamide formate salt C(=O)O.C(C)OC1=NC(=NC=C1C(=O)NC1=CC2=CN(N=C2C(=C1)OC)C)N1CCNCC1